4-Cyclopropyl-2-{[(4-methoxyphenyl)methyl]sulfanyl}pyridine tert-butyl-3-[fluorobis(isopropyl)silyl]-2-methyl-4,5,6,7-tetrahydro-2H-1,2,4-triazaindene-4-carboxylate C(C)(C)(C)OC(=O)N1C2=C(N(N=C2CCC1)C)[Si](C(C)C)(C(C)C)F.C1(CC1)C1=CC(=NC=C1)SCC1=CC=C(C=C1)OC